5,5'-((3-((5-oxo-5-(tridecyloxy)pentyl)amino)propyl)azepinediyl)bispentanoate O=C(CCCCNCCCC=1C(=C(NC=CC1)CCCCC(=O)[O-])CCCCC(=O)[O-])OCCCCCCCCCCCCC